OC(C=1C=C(C(=O)O)C=C(N1)C(NC)=O)C1=NC(=CC=C1)C 2-(hydroxy(6-methylpyridin-2-yl)methyl)-6-(methylcarbamoyl)isonicotinic acid